C[C@H]1N(CCOC1)C=1C=C(C=2N(N1)C(=NC2)C2=CC(=NN2)C)C2(CC2)S(=O)(=O)C (R)-3-methyl-4-(7-(3-methyl-1H-pyrazol-5-yl)-4-(1-(methylsulfonyl)cyclopropyl)imidazo[1,5-b]pyridazin-2-yl)morpholine